4,5-dichloro-3,3-dimethylvaleric acid ethyl ester C(C)OC(CC(C(CCl)Cl)(C)C)=O